(S)-2-((methylamino)methyl)pyrrolidine CNC[C@H]1NCCC1